NC1=C(N=CC(=N1)C=1N=C(C=2N(C1)C=CN2)NC=2C=CC(=C(OCCO)C2)N2CCN(CC2)C2COC2)C 2-(5-((6-(6-amino-5-methylpyrazin-2-yl)imidazo[1,2-a]pyrazin-8-yl)amino)-2-(4-(oxetan-3-yl)piperazin-1-yl)phenoxy)ethan-1-ol